4-[1-tetrahydropyran-2-yl-3-(2-triisopropylsilylethynyl)indazol-5-yl]-1H-pyrazol-5-ol O1C(CCCC1)N1N=C(C2=CC(=CC=C12)C=1C=NNC1O)C#C[Si](C(C)C)(C(C)C)C(C)C